The molecule is a non-proteinogenic L-alpha-amino acid that is L-tyrosine phosphorylated at the phenolic hydroxy group. It has a role as an Escherichia coli metabolite and an immunogen. It is a L-tyrosine derivative, an O(4)-phosphotyrosine and a non-proteinogenic L-alpha-amino acid. It is a conjugate acid of an O(4)-phosphonato-L-tyrosine(2-). It is an enantiomer of an O(4)-phospho-D-tyrosine. C1=CC(=CC=C1C[C@@H](C(=O)O)N)OP(=O)(O)O